P(O)(O)=O.C1(=CC=CC=C1)C=1C(=C(C(=O)[Li])C(=CC1C)C)C phenyl-(2,4,6-trimethyl-benzoyl)lithium phosphonate